C(C)(C)(C)OC(N[C@@H]1C[C@H](C1)NC(=O)C=1SC(=CN1)Br)=O ((trans)-3-(5-bromothiazole-2-carboxamido)cyclobutyl)carbamic acid tert-butyl ester